C(C)(C)(C)N1N=C2C=CC(=CC2=C1)[N+](=O)[O-] 2-(tert-butyl)-5-nitro-2H-indazole